C(C)(=O)O.OOCCCCCCCC octyl hydroxy ether acetate